(5-chloro-6-(3-((1,1,1-trifluoropropan-2-yl)oxy)azetidin-1-yl)pyridin-3-yl)(4-(5-methyloxazolo[4,5-b]pyridin-2-yl)piperazin-1-yl)methanone ClC=1C=C(C=NC1N1CC(C1)OC(C(F)(F)F)C)C(=O)N1CCN(CC1)C=1OC=2C(=NC(=CC2)C)N1